ClC1=CC(=C2C=CN(C2=C1Cl)S(=O)(=O)C1=CC=C(C=C1)C)OCC1COC(OC1)(C)C 6,7-dichloro-4-[(2,2-dimethyl-1,3-dioxan-5-yl)methoxy]-1-(p-tolylsulfonyl)indole